Sodium 3-(((2,2-bis((3,3,4,4,5,5,6,6,6-nonafluorohexyl)oxy)propoxy)carbonyl)amino)propane-1-sulfonate FC(CCOC(COC(=O)NCCCS(=O)(=O)[O-])(C)OCCC(C(C(C(F)(F)F)(F)F)(F)F)(F)F)(C(C(C(F)(F)F)(F)F)(F)F)F.[Na+]